1-((3-ethyl-2-isocyano-4-phenyl-4-penten-2-yl)sulfonyl)-4-methylbenzene C(C)C(C(C)([N+]#[C-])S(=O)(=O)C1=CC=C(C=C1)C)C(=C)C1=CC=CC=C1